CC=1C=C2C=C3C(=NC2=CC1)N(C=1C=CC=CC13)C 2,6-dimethyl-6H-indolo[2,3-b]quinoline